CN([C@H]1CN(CC1)C=1C=CC=2N(C(C=C(N2)C=2C=C(C=3N(C2)C=C(N3)C)C)=O)C1)C 7-[(3R)-3-(dimethylamino)pyrrolidin-1-yl]-2-(2,8-dimethylimidazo[1,2-a]pyridin-6-yl)-4H-pyrido[1,2-a]pyrimidin-4-one